Diiso-propylethyl-amine C(C)(C)N(CC)C(C)C